C(C)(=O)[O-].C(C)(C)(C)OC(/C=C/C1=CC=C(S1)C#CC1=CC=C(C=C1)N1CC[NH2+]CC1)=O (E)-4-(4-((5-(3-(Tert-butoxy)-3-oxoprop-1-en-1-yl)thiophen-2-yl)ethynyl)phenyl)piperazin-1-ium acetate